4-[(9aS)-hexahydro-1H-pyrazino[2,1-c][1,4]oxazin-8-yl]-2-ethyl-N-{8-fluoro-2-methylimidazo[1,2-a]pyridin-6-yl}indazole-7-carboxamide C1OCCN2[C@H]1CN(CC2)C=2C1=CN(N=C1C(=CC2)C(=O)NC=2C=C(C=1N(C2)C=C(N1)C)F)CC